N-(2-aminoethyl)-N-methyl-4-(3-methyl-1H-pyrrolo[2,3-b]pyridin-4-yl)-3,4-dihydro-2H-1,4-thiazine-6-carboxamide hydrochloride Cl.NCCN(C(=O)C1=CN(CCS1)C1=C2C(=NC=C1)NC=C2C)C